N-cyclopentyl-2-(piperidin-4-yl)benzo-[d]thiazole-6-sulfonamide C1(CCCC1)NS(=O)(=O)C1=CC2=C(N=C(S2)C2CCNCC2)C=C1